3-((3-butyl-7-(ethylthio)-2-methyl-1,1-dioxido-5-phenyl-2,3,4,5-tetrahydro-1,2,5-benzothiadiazepin-8-yl)oxy)acrylic acid C(CCC)C1N(S(C2=C(N(C1)C1=CC=CC=C1)C=C(C(=C2)OC=CC(=O)O)SCC)(=O)=O)C